Bis(4-hydroxyphenyl)acetat OC1=CC=C(C=C1)C(C(=O)[O-])C1=CC=C(C=C1)O